C(C)(=O)N1C(C2=C(C1=O)C=C(S2)C2=NC(=NC=C2F)NC2=C(C=CC(=C2)N2CCN(CC2)C)OC)(C)C 5-acetyl-2-(5-fluoro-2-((2-methoxy-5-(4-methylpiperazin-1-yl)phenyl)amino)pyrimidin-4-yl)-6,6-Dimethyl-5,6-dihydro-4H-thieno[2,3-c]pyrrol-4-one